BrC1=C(N)C=C(C(=C1)C)C 2-bromo-4,5-dimethylaniline